NC1=C(C(=CC=C1)F)C=1C(=CC2=C(N(C(N=C2)=O)C=2C(=NC=CC2C)C(C)C)N1)Cl 7-(2-amino-6-fluorophenyl)-6-chloro-1-(2-isopropyl-4-methylpyridin-3-yl)pyrido[2,3-d]Pyrimidin-2(1H)-one